CC1=CC=CC(=N1)C1=NC=CC(=N1)NC1=NC(=NC=C1)NC1=CC=C(C(=O)OCC2CNC2)C=C1 azetidin-3-ylmethyl 4-[[4-[[2-(6-methyl-2-pyridyl)pyrimidin-4-yl]amino]pyrimidin-2-yl]amino]benzoate